Cl.N[C@H](C(=O)N1[C@@H](C[C@H](C1)O)C(=O)NCC1=CC=C(C=C1)C1=C(N=CS1)C)C(C)(C)C (2S,4R)-1-((S)-2-amino-3,3-dimethylbutanoyl)-4-hydroxy-N-(4-(4-methylthiazol-5-yl)benzyl)pyrrolidine-2-formamide hydrochloride